CN1N=C(C=C1)C1C(CC1)C=1NC(C2=C(N1)N(N=C2C#N)C(C)C=2C=NC(=CC2)C(F)(F)F)=O 6-(2-(1-methyl-1H-pyrazol-3-yl)cyclobutyl)-4-oxo-1-(1-(6-(trifluoromethyl)pyridin-3-yl)ethyl)-4,5-dihydro-1H-pyrazolo[3,4-d]pyrimidine-3-carbonitrile